(S)-2-amino-3-(2-bromo-4,5-difluorophenyl)propionic acid tert-butyl ester C(C)(C)(C)OC([C@H](CC1=C(C=C(C(=C1)F)F)Br)N)=O